5-Bromo-1-methyl-3-(1-(piperidin-4-yl)-1H-imidazol-4-ylamino)pyridin-2(1H)-one BrC=1C=C(C(N(C1)C)=O)NC=1N=CN(C1)C1CCNCC1